CS(=O)(=O)C1(CC1)C1=C2C(=NC=C1)NC=C2 4-(1-(methylsulfonyl)cyclopropyl)-1H-pyrrolo[2,3-b]pyridin